NC1=NC=2C=CC(=CC2C2=C1C(OC2)C)C(=O)N2CC1=CC(=CC=C1CC2C=2C=CC1=C(N=CS1)C2)F (4-amino-3-methyl-1,3-dihydrofuro[3,4-C]quinolin-8-yl)(3-(benzo[d]thiazol-5-yl)-7-fluoro-3,4-dihydroisoquinolin-2(1H)-yl)methanone